5-Chloro-N-(2-chloro-4-((4-(trifluoromethyl)benzyl)amino)phenyl)-2-hydroxybenzamide ClC=1C=CC(=C(C(=O)NC2=C(C=C(C=C2)NCC2=CC=C(C=C2)C(F)(F)F)Cl)C1)O